C(C)[C@]12[C@H]3CC[C@@]4([C@H](CC[C@H]4[C@@H]3CC[C@H]2C[C@](CC1)(C)O)C(CN1CCN(CC1)S(=O)(=O)C)=O)C 1-((3R,5S,8S,9S,10S,13S,14S,17S)-10-ethyl-3-hydroxy-3,13-dimethylhexadecahydro-1H-cyclopenta[a]phenanthren-17-yl)-2-(4-(methylsulfonyl)piperazin-1-yl)ethan-1-one